3-fluoro-N-hydroxy-4-(trifluoromethyl)benzamidine FC=1C=C(C(=N)NO)C=CC1C(F)(F)F